NC1=C2N=CN(C2=NC=N1)C[C@@H](C)OCP(OCCOCCCCCCCCCCCC#CC1=CC=CC=C1)(O)=O 2-((13-phenyltridec-12-yn-1-yl)oxy)ethyl hydrogen ((((R)-1-(6-amino-9H-purin-9-yl)propan-2-yl)oxy)methyl)phosphonate